2-(3-(aminomethyl)-1-(1-(cis-4-isopropylcyclohexyl)piperidin-4-yl)-1H-indol-2-yl)ethyl pivalate C(C(C)(C)C)(=O)OCCC=1N(C2=CC=CC=C2C1CN)C1CCN(CC1)[C@@H]1CC[C@@H](CC1)C(C)C